3,7-dichloro-8-fluoro-4H-benzo[e][1,2,4]thiadiazine 1,1-dioxide ClC1=NS(C2=C(N1)C=CC(=C2F)Cl)(=O)=O